Ethyl 8-methoxy-9-(4,4,5,5-tetramethyl-1,3,2-dioxaborolan-2-yl)-1-(2,2,2-trifluoroethyl)-5,6-dihydropyrrolo[2,1-a]isoquinoline-3-carboxylate COC=1C=C2CCN3C(C2=CC1B1OC(C(O1)(C)C)(C)C)=C(C=C3C(=O)OCC)CC(F)(F)F